N[C@H](CNC=1C2=C(N=CN1)C(=CC(=N2)C2=CC=C(C=C2)CN2CCOCC2)C(=O)N)C 4-[[(2S)-2-aminopropyl]amino]-6-[4-(morpholin-4-ylmethyl)phenyl]pyrido[3,2-d]pyrimidine-8-carboxamide